ClC1=C(C(=CC=C1)Cl)N1C(C=2C=NC=3N(C(=CC3C2N(C1=O)C)C=1C=NN(C1)[C@@H]1[C@H](CNCC1)F)CO)=O 11-(2,6-dichlorophenyl)-4-[1-[(3S,4S)-3-fluoro-4-piperidyl]pyrazol-4-yl]-5-(hydroxymethyl)-13-methyl-5,7,11,13-tetrazatricyclo[7.4.0.02,6]trideca-1(9),2(6),3,7-tetraene-10,12-dione